C1(CC1)\C=N\S(=O)C(C)(C)C (E)-N-(cyclopropylmethylene)-2-methylpropane-2-sulfinamide